magnesium manganese calcium [Ca].[Mn].[Mg]